C(C)C1=CC=C(C=C1)C=1C=C2CC(C(C2=CC1F)NC(O[C@@H]1CN2CCC1CC2)=O)(C)C (S)-quinuclidin-3-yl (5-(4-ethylphenyl)-6-fluoro-2,2-dimethyl-2,3-dihydro-1H-inden-1-yl)carbamat